6-(5-chloro-2-fluorophenyl)-3-[(1-methylazetidin-3-yl)methoxy]pyridazin-4-amine ClC=1C=CC(=C(C1)C1=CC(=C(N=N1)OCC1CN(C1)C)N)F